2-trifluoroethyl methyl oxalate C(C(=O)OCC(F)(F)F)(=O)OC